C(C1=CC(OC)=C(O)C(OC)=C1)=O Syringaldehyde